ClC1=C(C(=CC(=C1)F)F)N1C=2N(C3=C(C1=O)C=NC(=N3)NC3=CC=C(C=C3)N3CCN(CC3)C)C=CN2 6-(2-chloro-4,6-difluorophenyl)-2-{[4-(4-methylpiperazin-1-yl)phenyl]amino}imidazo[1,2-a]pyrimido[5,4-e]pyrimidin-5(6H)-one